3,3,5-trimethylcyclohexyl methyl ketone CC(=O)C1CC(CC(C1)C)(C)C